6-(pyridin-3-yl)-4-(7H-pyrrolo[2,3-d]pyrimidin-4-yl)-3,4-dihydro-2H-1,4-thiazine N1=CC(=CC=C1)C1=CN(CCS1)C=1C2=C(N=CN1)NC=C2